BrC1=C(COC2=CC(=C(C=O)C=C2Cl)O)C=CC=C1I 4-((2-bromo-3-iodobenzyl)oxy)-5-chloro-2-hydroxybenzaldehyde